FC=1C=C2C=NN(C2=CC1C=1C=2C(=NN(C2C=CC1)CC(=O)NCC(=O)NCC(=O)OC)I)C methyl 2-[2-(2-{5'-fluoro-3-iodo-1'-methyl-[4,6'-biindazol]-1-yl}acetamido) acetamido]acetate